ClC=1C=C(C=CC1F)N(C(=O)[C@H]1N(CCC1)C1=NC(=CC(=C1)C(F)(F)F)C)CCCN1C[C@H](CC1)F (S)-N-(3-chloro-4-fluorophenyl)-N-(3-((S)-3-fluoropyrrolidin-1-yl)propyl)-1-(6-methyl-4-(trifluoromethyl)pyridin-2-yl)pyrrolidine-2-carboxamide